arginine-HCl salt Cl.N[C@@H](CCCNC(N)=N)C(=O)O